C(C1=CC=CC=C1)NC1=NC(=CC2=C1N=C(N=C2)N[C@H]2[C@H](COC2)NC(C=C)=O)C2=C(C(=CC(=C2Cl)OC)OC)Cl N-((3R,4S)-4-((8-(benzylamino)-6-(2,6-dichloro-3,5-dimethoxyphenyl)pyrido[3,4-d]pyrimidin-2-yl)amino)tetrahydrofuran-3-yl)acrylamide